ClC1=CC=C(C=C1)N1N=C(C=C1)OCC1=C(C=CC=C1)NCC(=O)O (2-(((1-(4-chlorophenyl)-1H-pyrazol-3-yl)oxy)methyl)phenyl)glycine